CC1=C(COC2=C(SC=C2)C(=O)NC=2C=NC=CC2)C=CC=C1 3-(2-methylbenzyloxy)-N-(pyridin-3-yl)thiophene-2-carboxamide